COC(C(C)C1=NC2=C(N1C)C=C(C(=C2)N2CCOCC2)NC(=O)C2=NC(=CC=C2)C(F)(F)F)=O (1-methyl-5-morpholinyl-6-(6-(trifluoromethyl)pyridine-2-carboxamido)-1h-benzo[d]imidazol-2-yl)propionic acid Methyl ester